5-(4-fluoro-2-methylphenyl)-6-methyl-4-oxo-1,4-dihydropyridazine-3-carboxylic acid FC1=CC(=C(C=C1)C=1C(C(=NNC1C)C(=O)O)=O)C